ClOOC=1C=CC=CC1 3-chloroperoxybenzene